CC1(OB(OC1(C)C)C=1N=COC1)C 4-(4,4,5,5-tetramethyl-1,3,2-dioxaborolan-2-yl)oxazole